5-(2,3-dichloro-6-methoxyphenyl)piperidin-2-one ClC1=C(C(=CC=C1Cl)OC)C1CCC(NC1)=O